(1S,2S,3R,4S,5S)-2,3,4-tri(phenoxy)-1-[(phenoxy)methyl]-5-[bis(hydroxymethyl)amino]cyclohexan-1-ol O(C1=CC=CC=C1)[C@@H]1[C@@](C[C@@H]([C@@H]([C@H]1OC1=CC=CC=C1)OC1=CC=CC=C1)N(CO)CO)(O)COC1=CC=CC=C1